3-([3-(2-[7-chloro-2-quinolinyl]ethenyl)phenyl-(3-dimethylamino-3-oxopropyl)-thio-methyl]thio)propanoic acid ClC1=CC=C2C=CC(=NC2=C1)C=CC=1C=C(C=CC1)C(SCCC(=O)O)SCCC(=O)N(C)C